sodium N-laurylsarcosinate C(CCCCCCCCCCC)N(C)CC(=O)[O-].[Na+]